2,3,3,3-tetrafluoro-2-trifluoromethyl-propan-1-ol FC(CO)(C(F)(F)F)C(F)(F)F